2-[(4-{[2-(4-chlorophenyl)imidazo[1,2-a]pyridine-3-yl]methyl}piperazin-1-yl)carbonyl]benzonitrile ClC1=CC=C(C=C1)C=1N=C2N(C=CC=C2)C1CN1CCN(CC1)C(=O)C1=C(C#N)C=CC=C1